(norbornadiene) rhodium (I) [Rh+].C12=CC=C(CC1)C2